4-(indoline-1-carbonyl)-N-(p-tolyl)benzenesulfonamide N1(CCC2=CC=CC=C12)C(=O)C1=CC=C(C=C1)S(=O)(=O)NC1=CC=C(C=C1)C